N-(5-fluoropyridin-2-yl)acetamide methanesulfonate CS(=O)(=O)O.FC=1C=CC(=NC1)NC(C)=O